tert-butyl N-[1-[[6-(hydroxymethyl)-4-methyl-6,7-dihydro-5H-cyclopenta[c]pyridin-3-yl]oxymethyl]cyclopropyl]carbamate OCC1CC2=C(C=NC(=C2C)OCC2(CC2)NC(OC(C)(C)C)=O)C1